2-(4-Fluorobenzo[b]thiophen-6-yl)octahydropyrrolo[3,4-c]pyrrole dihydrochloride Cl.Cl.FC1=CC(=CC=2SC=CC21)N2CC1CNCC1C2